NC(CCC(=O)N[C@@H](C(C)C)C(=O)O)C N-(4-aminopentanoyl)-L-valine